C(C)(C)(C)OC(=O)N1CC(=CC1)C1=C(C=C(C(=C1)NC(=O)C1=CNC(C=C1C(F)(F)F)=O)N1C[C@H](N([C@H](C1)C)C)C)F 3-[2-fluoro-5-[[6-oxo-4-(trifluoromethyl)-1H-pyridine-3-carbonyl]amino]-4-[(3R,5S)-3,4,5-trimethylpiperazin-1-yl]phenyl]-2,5-dihydropyrrole-1-carboxylic acid tert-butyl ester